O=C1NC(CCC1N1C(C2=CC=C(C=C2C1=O)CN1CCN(CC1)C1=NC=C(C=C1)F)=O)=O 2-(2,6-dioxopiperidin-3-yl)-5-((4-(5-fluoropyridin-2-yl)piperazin-1-yl)methyl)isoindoline-1,3-dione